(5-(4-(tert-butyl)phenyl)-1-methyl-1H-1,2,4-triazol-3-yl)(spiro[isochroman-1,4'-piperidin]-1'-yl)methanone C(C)(C)(C)C1=CC=C(C=C1)C1=NC(=NN1C)C(=O)N1CCC2(CC1)OCCC1=CC=CC=C12